(E)-N-[1-(4-bromo-2,5-difluorophenyl)ethylidene]hydroxylamine BrC1=CC(=C(C=C1F)\C(\C)=N\O)F